N[C@@]1([C@@H](N(CCC1)C(=O)OC(C)(C)C)CO[C@@H]1CC[C@@H](CC1)C1=CC=CC=C1)COCCC(=O)O |o1:1,2| 3-{[rel-(2R,3S)-3-amino-1-[(tert-butoxy)carbonyl]-2-({[(CIS)-4-phenylcyclohexyl]oxy}methyl)piperidin-3-yl]methoxy}propanoic acid